S1C(=NC=C1)C#N thiazole-2-carbonitrile